FC(C1=CC=C(C=C1)/C=C/C(=O)NNC(\C=C\C1=CC=C(C=C1)C(F)(F)F)=O)(F)F (E)-3-(4-(trifluoromethyl)phenyl)-N'-((E)-3-(4-(trifluoromethyl)phenyl)acryloyl)acrylohydrazide